1-(1-(3,5-difluoro-4-(piperazin-1-yl)phenyl)ethyl)-3-(4-(2-(4-methoxyphenyl)-propan-2-yl)thiazol-2-yl)-urea FC=1C=C(C=C(C1N1CCNCC1)F)C(C)NC(=O)NC=1SC=C(N1)C(C)(C)C1=CC=C(C=C1)OC